BrC=1C=C2C=C(C(N(C2=NC1)CCN1CCOCC1)=O)C(=O)OCC Ethyl 6-bromo-1-(2-morpholinylethyl)-2-oxo-1,8-naphthyridine-3-carboxylate